OC(CC)C1=CSC=2C1=NC(=CC2C(F)(F)F)N2CCN(CC2)CC(=O)NC(C)C 2-[4-[3-(1-hydroxypropyl)-7-(trifluoromethyl)thieno[3,2-b]pyridin-5-yl]piperazin-1-yl]-N-isopropyl-acetamide